CN1C(C2=C(C(=C1)C1=C(OC=3C=C(OCCOC4CCN(CC4)C=4C=CC(=NC4)C(=O)OC)C=CC3)C=CC(=C1)[N+](=O)[O-])C=CN2S(=O)(=O)C2=CC=C(C=C2)C)=O methyl 5-[4-[2-[3-[2-[6-methyl-7-oxo-1-(p-tolylsulfonyl)pyrrolo[2,3-c]pyridin-4-yl]-4-nitro-phenoxy]phenoxy]ethoxy]-1-piperidyl]pyridine-2-carboxylate